C(C1=CC=CC=C1)(=O)N1CC2=C(N(C=3C=CC=CC23)C(C(=O)NO)CCCCCC)CC1 (2-benzoyl-1,2,3,4-tetrahydro-5H-pyrido[4,3-b]indol-5-yl)-N-hydroxyoctanamide